C(C(C(C(C(C(C(C=O)O)O)O)O)O)O)O octose